ClC=1SC(=CN1)CNC(=N[N+](=O)[O-])NC N-[(2-chloro-5-thiazolyl)methyl]-N'-methyl-N''-nitro-guanidine